1,3,3,3-tetrafluoro-2-chloropropene FC=C(C(F)(F)F)Cl